BrC1=C(C=CC(=C1)C(=O)OC)C1=CC=C(C=C1)C(NC1=CC=C(C=C1)I)=O methyl 2-bromo-4'-[(4-iodophenyl)carbamoyl]-[1,1'-biphenyl]-4-carboxylate